FC(C=1C=C(C=CC1[2H])N1CCNCC1)(F)F 1-(3-(trifluoromethyl)phenyl-4-d)piperazine